N(C(=N)N)NC(C(=O)O)CC 2-(carbamimidamido-amino)butanoic acid